4-(3-(4'-propoxy-[1,1'-biphenyl]-4-yl)-5-(quinoxalin-6-yl)-4,5-dihydro-1H-pyrazol-1-yl)butanoic acid C(CC)OC1=CC=C(C=C1)C1=CC=C(C=C1)C1=NN(C(C1)C=1C=C2N=CC=NC2=CC1)CCCC(=O)O